NCCOC1CN(C1)C1=CC=C2CN(C(C2=C1)=O)C1C(NC(CC1)=O)=O 3-[6-[3-(2-aminoethoxy)azetidin-1-yl]-1-oxo-3H-isoindol-2-yl]piperidine-2,6-dione